O=C1N[C@H]2[C@@H](N1)CS[C@H]2CCCCC(=O)NC=2C=C(C(=O)N[C@H](C(N1C(CC=CC1)C=1C=NC=CC1)=O)CC1=CC=CC=C1)C=CC2 3-{5-[(3aS,4S,6aR)-2-oxo-hexahydro-1H-thieno[3,4-d]imidazol-4-yl]pentanamido}-N-[(2S)-1-oxo-3-phenyl-1-{1,2,3,6-tetrahydro-[2,3'-bipyridin]-1-yl}propan-2-yl]benzamide